(5-chloro-3-(difluoromethyl)-1-(3-fluorophenyl)-1H-pyrazol-4-yl)methanol ClC1=C(C(=NN1C1=CC(=CC=C1)F)C(F)F)CO